CNC(CSC=1NC(=CN1)C1=CC=CC=C1)=O N-methyl-2-[(5-phenyl-1H-imidazol-2-yl)sulfanyl]acetamide